ClC=1C=C(C=C(C1)F)C1=NOC(C1)(C(=O)N[C@H]1C=C[C@H](C1)C(=O)O)C(F)(F)F (1S,4R)-4-[[3-(3-Chloro-5-fluoro-phenyl)-5-(trifluoromethyl)-4H-isoxazol-5-carbonyl]amino]cyclopent-2-en-1-carboxylic acid